ClC1=C(C=2N=C(N=C(C2C=N1)N1[C@H]2[C@H]([C@@H](C[C@@H]1CC2)NC(OC(C)(C)C)=O)F)OC[C@]21CCCN1C[C@@H](C2)F)F tert-Butyl ((1R,2S,3R,5S)-8-(7-chloro-8-fluoro-2-(((2R,7aS)-2-fluorohexahydro-1H-pyrrolizin-7a-yl)methoxy)pyrido[4,3-d]pyrimidin-4-yl)-2-fluoro-8-azabicyclo[3.2.1]octan-3-yl)carbamate